FC(C=1C=NC=CC1OC=1C=C(CN2CCN(CC2)C(=O)N2N=C(C=C2)C(=O)O)C=CC1)(F)F 1-(4-(3-((3-(trifluoromethyl)pyridin-4-yl)oxy)benzyl)piperazine-1-carbonyl)-1H-pyrazole-3-carboxylic acid